OC1=C2CCC[C@H](C2=CC=C1)NC([O-])=O [(1R)-5-hydroxy-1,2,3,4-tetrahydronaphthalen-1-yl]carbamate